FC(C1CC(C1)N1C2CN(CC1CC2)C2=C1C(=NC=C2)NC(=C1)C1=CC(=NC=C1)OC)F 4-(8-(3-(difluoromethyl)cyclobutyl)-3,8-diazabicyclo[3.2.1]octan-3-yl)-2-(2-methoxypyridin-4-yl)-1H-pyrrolo[2,3-b]pyridine